6-fluoropyridine-3-sulfonamide FC1=CC=C(C=N1)S(=O)(=O)N